1-{(endo)-8-azabicyclo[3.2.1]octan-3-yl}-4-[6-(hydroxymethyl)pyridin-3-yl]-2,3-dihydro-1H-1,3-benzodiazol-2-one C12CC(CC(CC1)N2)N2C(NC1=C2C=CC=C1C=1C=NC(=CC1)CO)=O